N(=C=O)CCCCCCOC(C=C)=O acrylic acid 6-isocyanato-hexyl ester